ClC1(CC1)C(CN1N=CNC1=S)(CC1=C(C=CC=C1)Cl)O 2-[2-(chlorocyclopropyl)-3-(2-chlorophenyl)-2-hydroxypropyl]-2,4-dihydro-[1,2,4]-triazole-3-thione